salicylic acid t-butyl ester C(C)(C)(C)OC(C=1C(O)=CC=CC1)=O